acryloyloxyoctyl-ethyl-dimethoxysilane C(C=C)(=O)OCCCCCCCC[Si](OC)(OC)CC